3-amino-N-(2-((2-((tert-butoxycarbonyl)amino)ethyl)amino)-2-oxoethyl)-N,N-dimethylpropan-1-aminium NCCC[N+](C)(C)CC(=O)NCCNC(=O)OC(C)(C)C